N-(6-methylpyridin-2-yl)-4-(4-methylpyridin-3-yl)quinoline CC1=CC=CC(=N1)N1CC=C(C2=CC=CC=C12)C=1C=NC=CC1C